[Hg](I)I.[Cu] Copper mercuric iodide